3-fluoro-2-hydroxy-5-((4-(piperidin-1-yl)phenyl)ethynyl)benzaldehyde FC=1C(=C(C=O)C=C(C1)C#CC1=CC=C(C=C1)N1CCCCC1)O